1-thioidose S=C[C@@H](O)[C@H](O)[C@@H](O)[C@H](O)CO